N-((1-(2-Aminoimidazo[4,5-d]pyrrolo[2,3-b]pyridin-1(6H)-yl)-piperidin-4-yl)methyl)-1-Cyanomethanesulfonamide NC1=NC=2C(=C3C(=NC2)NC=C3)N1N1CCC(CC1)CNS(=O)(=O)CC#N